L-histidine-18O2 Hydrochloride salt Cl.N[C@@H](CC1=CNC=N1)C(=[18O])[18OH]